FC(C(=O)O)(F)F.C1(CC1)[C@H]1CN(CCN1)C=1N=NC(=CN1)C1=NC=C(C=C1O)N1N=CC=N1 2-{3-[(3S)-3-cyclopropylpiperazin-1-yl]-1,2,4-triazin-6-yl}-5-(2H-1,2,3-triazol-2-yl)pyridin-3-ol trifluoroacetate salt